CC1=C(C=NC=2OCCNC21)NC2=C(C(NC=C2)=O)C(=O)NC2=CC=C(C=C2)N2CCN(CC2)C(=O)C2CN(C2)C 4-((8-methyl-2,3-dihydro-1H-pyrido[2,3-b][1,4]oxazin-7-yl)amino)-N-(4-(4-(1-methylazetidine-3-carbonyl)piperazin-1-yl)phenyl)-2-oxo-1,2-dihydropyridine-3-carboxamide